F[C@H]1CN(CC[C@H]1NC1=CC=CC=2N1N=C(C2CC(F)(F)F)C#CCNC(C2=C(C=CC=C2)C)=O)C N-[3-(7-{[(3S,4R)-3-fluoro-1-methylpiperidin-4-yl]amino}-3-(2,2,2-trifluoroethyl)pyrazolo[1,5-a]pyridin-2-yl)prop-2-yn-1-yl]-2-methylbenzamide